O.O.O.[La] lanthanum trihydrate